2-(3-(3-(4-methyl-4H-1,2,4-triazol-3-yl)-1,1-dioxidothietan-3-yl)phenyl)-6-(((1-methylcyclobutyl)amino)methyl)-4-(trifluoromethyl)isoindolin-1-one CN1C(=NN=C1)C1(CS(C1)(=O)=O)C=1C=C(C=CC1)N1C(C2=CC(=CC(=C2C1)C(F)(F)F)CNC1(CCC1)C)=O